3-iodo-7-methylcinnolin-4(1H)-one IC1=NNC2=CC(=CC=C2C1=O)C